C1(CC1)C=1C(=CC(=C(CN2CCC3(CC(N(C3)C3=CC=C(C(=O)NCCC(=O)O)C=C3)=O)CC2)C1)OCC)C(=O)OC 3-(4-(8-(5-cyclopropyl-2-ethoxy-4-(methoxycarbonyl)benzyl)-3-oxo-2,8-diazaspiro[4.5]decan-2-yl)benzamido)propanoic acid